CC1=C(SC=C1)CCN methyl-(S)-2-thiopheneethylamine